ClC=1C=C(C=C(C1O)[N+](=O)[O-])C(=O)N1C2=C(OC3(C1)CC3)C=CN=C2 (3-chloro-4-hydroxy-5-nitrophenyl)(spiro[cyclopropane-1,2'-pyrido[4,3-b][1,4]oxazin]-4'(3'H)-yl)methanone